7-((((Benzyloxy)carbonyl)amino)methyl)-7-(pyrimidin-2-yl)-3-azabicyclo[4.1.0]heptan-3-ium C(C1=CC=CC=C1)OC(=O)NCC1(C2CC[NH2+]CC12)C1=NC=CC=N1